FC1=C(C(=CC(=C1)OC)F)C1=C(C(N(N1C)C1=NC(=CC(=C1)OC)OC(CO)COC)=O)NC(C1=CC=C(C=C1)OC(F)F)=O N-(5-(2,6-Difluoro-4-methoxyphenyl)-2-(6-((1-hydroxy-3-methoxypropan-2-yl)oxy)-4-methoxypyridin-2-yl)-1-methyl-3-oxo-2,3-dihydro-1H-pyrazol-4-yl)-4-(difluoromethoxy)benzamide